O=C(C(=O)OCC)C(CC(=O)OCC)C(=O)OCC diethyl 2-oxo-3-(ethoxycarbonyl)-glutarate